O[C@H]1[C@@H](CN(C1)C)OC(=O)C1=CC2=C(N=C(O2)C2=CC(=CC(=C2)Cl)Cl)C=C1 (3R,4R)-2-(3,5-dichlorophenyl)benzo[d]oxazole-6-carboxylic acid 4-hydroxy-1-methylpyrrolidin-3-yl ester